N-(5-bromo-4-(2-(dimethylamino)ethoxy)pyrimidin-2-yl)-2'-chloro-4'-(5-methyl-1,2,4-oxadiazol-3-yl)-[1,1'-biphenyl] BrC=1C(=NC(=NC1)N1OC(=NC1C1=CC(=C(C=C1)C1=CC=CC=C1)Cl)C)OCCN(C)C